(S)-3-(((6-(2-isopropylphenyl)-1,2,3,4-tetrahydroisoquinolin-1-yl)methyl)amino)isonicotinic acid C(C)(C)C1=C(C=CC=C1)C=1C=C2CCN[C@@H](C2=CC1)CNC1=C(C(=O)O)C=CN=C1